hexahydro-1,3,5-tris(ethyl)-s-triazine C(C)N1CN(CN(C1)CC)CC